ethyl 2-(cyclohex-1,5-dien-1-yl)-1H-pyrrole-3-carboxylate C1(=CCCC=C1)C=1NC=CC1C(=O)OCC